FC1=C(C=C(C(=C1)OC=1C=NC=C(C1)F)C)NC1=NC=NC2=CC=3OC[C@H]4NCCN(C3N=C21)C4 (10S)-N-(2-fluoro-4-((5-fluoropyridin-3-yl)oxy)-5-methylphenyl)-8,9,10,11-tetrahydro-7H-6,10-methanopyrimido[4',5':5,6]pyrido[3,2-b][1,4,7]oxadiazonin-4-amine